N-((1-(4-(1-(tetrahydro-2H-pyran-2-yl)-1H-pyrazol-4-yl)phenyl)piperidin-4-yl)methyl)oct-7-enamide O1C(CCCC1)N1N=CC(=C1)C1=CC=C(C=C1)N1CCC(CC1)CNC(CCCCCC=C)=O